tert-butyl (S)-(1-(3-((5-methyl-7-(methylsulfonyl)-4-oxo-4,5,6,7,8,9-hexahydro-3H-pyrido[4',3':4,5]pyrrolo[2,3-d]pyridazin-3-yl)methyl)phenyl)ethyl)carbamate CN1C2=C(C3=C1C(N(N=C3)CC=3C=C(C=CC3)[C@H](C)NC(OC(C)(C)C)=O)=O)CCN(C2)S(=O)(=O)C